5-oxo-pyrrolidine-1-carboxylate O=C1CCCN1C(=O)[O-]